The molecule is a medium-chain primary fatty alcohol that is (Z)-non-6-ene carrying a hydroxy group at position 1. It has been found in muskmelon and watermelon. It has a role as a flavouring agent, a plant metabolite, a cosmetic and a pheromone. It is a medium-chain primary fatty alcohol, an alkenyl alcohol and a volatile organic compound. CC/C=C\\CCCCCO